BrC1=CC=C(C=C1)C1(OCCO1)C (4-bromophenyl)-2-methyl-1,3-dioxolane